CN1CC2N(CC1=O)CCC2 2-methyl-hexahydropyrrolo[1,2-a]pyrazin-3(4H)-one